4,6-dihydroxy-2-methylmercaptopyrimidine OC1=NC(=NC(=C1)O)SC